8-bromo-1-chloro-7-isopropylbenzo[4,5]thieno[2,3-c]pyridine BrC1=C(C=CC2=C1SC=1C(=NC=CC12)Cl)C(C)C